(SR)-3-(3,5-difluorophenyl)-5-methyl-N-[rel-(3R,5R)-5-(methylsulfonylcarbamoyl)tetrahydrofuran-3-yl]-4H-isoxazole-5-carboxamid FC=1C=C(C=C(C1)F)C1=NO[C@@](C1)(C(=O)N[C@H]1CO[C@H](C1)C(NS(=O)(=O)C)=O)C |&1:11,o1:16,19|